NCCCC1(CCC2C3CCC=4C=C(C=CC4C3CCC12C)O[Si](C)(C)C(C)(C)C)O 17-(3-aminopropyl)-3-((tert-butyldimethylsilyl)oxy)-13-methyl-7,8,9,11,12,13,14,15,16,17-decahydro-6H-cyclopenta[a]phenanthren-17-ol